OCC1(CCC1)NC(=O)C1=C(SC2=C1C=C(C=C2)OCC2=C(N=CS2)C)C N-[1-(hydroxymethyl)cyclobutyl]-2-methyl-5-[(4-methyl-1,3-thiazol-5-yl)methoxy]-1-benzothiophene-3-carboxamide